(2-amino-6-(1H-indol-4-yl)imidazo[1,2-a]pyridin-3-yl)((1S,2S)-2-fluorocyclopropyl)methanone NC=1N=C2N(C=C(C=C2)C2=C3C=CNC3=CC=C2)C1C(=O)[C@H]1[C@H](C1)F